CN1C=NC(=C1)C1=CN=C(C2=CC(=C(C=C12)C(=O)N)OC(C)C)OC[C@H]1NC(CC1)=O 4-(1-methyl-1H-imidazol-4-yl)-1-{[(2S)-5-oxopyrrolidin-2-yl]methoxy}-7-(propan-2-yloxy)isoquinoline-6-carboxamide